C(C(C)C)(=O)OCCC PROPYL ISOBUTYRATE